1-Butyl-3-(2-(((1,1,1,3,3,3-hexafluoropropan-2-yl)oxy)carbonyl)benzoyl)-1H-indazole 2-oxide C(CCC)N1[N+](=C(C2=CC=CC=C12)C(C1=C(C=CC=C1)C(=O)OC(C(F)(F)F)C(F)(F)F)=O)[O-]